ClC1=C(C=CC=C1)CNC(NC(C)(C1=CC=CC=C1)C)=O 3-(2-chlorophenylmethyl)-1-(1-methyl-1-phenylethyl)urea